FC=1C(=CC(=C(C1)NC=1N=CC2=C(N1)N(C=C2)C2=CC=C(C=C2)N2S(CCCC2)(=O)=O)C)N2CCN(CC2)C 2-(4-(2-((5-Fluoro-2-methyl-4-(4-methylpiperazin-1-yl)phenyl)amino)-7H-pyrrolo[2,3-d]pyrimidin-7-yl)phenyl)-1,2-thiazinane 1,1-dioxide